(4S,5S)-4-Hydroxy-5-((R)-5H-imidazo[5,1-a]isoindol-5-yl)-4,5,6,7-tetrahydrobenzo[d]thiazol-2-carboxamid O[C@H]1[C@@H](CCC2=C1N=C(S2)C(=O)N)[C@H]2N1C(C3=CC=CC=C23)=CN=C1